1-benzyl 3-methyl 4-(((trifluoromethyl) sulfonyl) oxy)-2,5-dihydro-1H-pyrrole-1,3-dicarboxylate FC(S(=O)(=O)OC1=C(CN(C1)C(=O)OCC1=CC=CC=C1)C(=O)OC)(F)F